N-[(6-Amino-2-pyridyl)sulfonyl]-6-(3-isobutoxyphenyl)-2-(2,4,6-trimethylphenoxy)pyridin-3-carboxamid NC1=CC=CC(=N1)S(=O)(=O)NC(=O)C=1C(=NC(=CC1)C1=CC(=CC=C1)OCC(C)C)OC1=C(C=C(C=C1C)C)C